bis-benzene chromium (0) [Cr].C1=CC=CC=C1.C1=CC=CC=C1